C(C)(C)(C)OOC(=O)C=1C=C(C(=O)C2=CC(=C(C=C2)C(=O)OC)C(=O)OOC(C)(C)C)C=CC1C(=O)OC 3,3'-bis(t-butylperoxycarbonyl)-4,4'-bis(methoxycarbonyl)benzophenone